COC=1C=C(C=CC1)NC(=O)NC1=CC2=C(N=C(O2)CCC)C=C1 1-(3-methoxyphenyl)-3-(2-propylbenzo[d]oxazol-6-yl)urea